N-isopropyl-N-methyltryptamine C(C)(C)N(CCC1=CNC2=CC=CC=C12)C